ClC1=CC(=C(C=C1)N(S(=O)(=O)C1=CC=C(C=C1)C)CC)[N+](=O)[O-] N-(4-chloro-2-nitro-phenyl)-N-ethyl-4-methylbenzenesulfonamide